(R)-N-(8'-(3-hydroxypyrrolidin-1-yl)-4'H-spiro[cyclopropane-1,5'-naphtho[2,1-d]isoxazol]-3'-yl)-2-methoxybenzenesulfonamide O[C@H]1CN(CC1)C1=CC=C2C3(CC=4C(=NOC4C2=C1)NS(=O)(=O)C1=C(C=CC=C1)OC)CC3